5-bromo-1-[[2-(trimethylsilyl)ethoxy]methyl]-3-[2-(trimethylsilyl)ethynyl]pyrazolo[3,4-b]pyridine BrC=1C=C2C(=NC1)N(N=C2C#C[Si](C)(C)C)COCC[Si](C)(C)C